FC1=C(C(=C(C(=C1F)F)F)C(F)(F)F)S(=O)(=O)N1CCN(CC1)C=1C2=C(N=CN1)CN(CC2)C2=CC(=CC1=CC=CC=C21)O 4-(4-(4-((2,3,4,5-tetrafluoro-6-(trifluoromethyl)phenyl)sulfonyl)piperazin-1-yl)-5,8-dihydropyrido[3,4-d]pyrimidin-7(6H)-yl)naphthalen-2-ol